4-Methoxy-2-methyl-N-(4-(4-(pyridin-2-yl)piperazin-1-yl)phenyl)benzamid COC1=CC(=C(C(=O)NC2=CC=C(C=C2)N2CCN(CC2)C2=NC=CC=C2)C=C1)C